NC=1C=CC(=NC1)N1C2=C(C(=C1)C(F)(F)F)C(C(C2)(F)F)O 1-(5-aminopyridin-2-yl)-5,5-difluoro-3-(trifluoromethyl)-1,4,5,6-tetrahydrocyclopenta[b]pyrrol-4-ol